3-[(2S)-1,4-dioxan-2-ylmethoxy]-5-(5-methyl-1,3-thiazol-2-yl)-N-{(1R)-1-[2-(trifluoromethyl)pyrimidin-5-yl]ethyl}benzamide O1[C@@H](COCC1)COC=1C=C(C(=O)N[C@H](C)C=2C=NC(=NC2)C(F)(F)F)C=C(C1)C=1SC(=CN1)C